CNC=1SC(=C(N1)C1=CC=CC=C1)OC1=CC(=NC=C1)NC1=CC=C(C(=O)O)C=C1.CNC=1SC(=C(N1)C1=CC=CC=C1)OC1=CC(=NC=C1)NC1=CC=C(C(=O)OC)C=C1 Methyl 4-((4-((2-(methylamino)-4-phenylthiazol-5-yl)oxy)pyridin-2-yl)amino)benzoate 4-((4-((2-(methylamino)-4-phenylthiazol-5-yl)oxy)pyridin-2-yl)amino)benzoate